2-((4-Amino-3-(4-hydroxyphenyl)-1H-pyrazolo[3,4-d]pyrimidin-1-yl)methyl)-5-ethynyl-3-(3-(trifluoromethyl)benzyl)quinazolin-4(3H)-one NC1=C2C(=NC=N1)N(N=C2C2=CC=C(C=C2)O)CC2=NC1=CC=CC(=C1C(N2CC2=CC(=CC=C2)C(F)(F)F)=O)C#C